C(C)N1C(=CC2=NC(=C(C=C21)Br)N(CC2=CC=C(C=C2)OC)CC2=CC=C(C=C2)OC)C(=O)OC[C@H]2[C@@H](OC(O2)(C)C)CO ((4S,5S)-2,2-dimethyl-1,3-dioxolane-4,5-diyl)dimethanol ethyl-5-[bis[(4-methoxyphenyl)methyl]amino]-6-bromo-1H-pyrrolo[3,2-b]pyridine-2-carboxylate